BrC=1C=NN2C1N=C(N=C2NCC=2NC(=CN2)C2=CC=CC=C2)SC 8-bromo-2-(methylsulfanyl)-N-[(5-phenyl-1H-imidazol-2-yl)methyl]pyrazolo[1,5-a][1,3,5]triazin-4-amine